BrC=1C=NC(=NC1)NC(C1=CC=NC=C1)=O N-(5-bromopyrimidin-2-yl)isonicotinamide